CC1OC(CN(C1)C1=CC(=C(C=C1)NC=1C=C2C=NN(C2=CC1)C)C)C N-(4-(2,6-dimethylmorpholino)-2-methylphenyl)-1-methyl-1H-indazol-5-amine